BrC=1N(C(=NN1)N1CC(CCC1)NC(OC(C)(C)C)=O)C tert-butyl (1-(5-bromo-4-methyl-4H-1,2,4-triazol-3-yl)piperidin-3-yl)carbamate